FC1=C(COC=2C=C3CCC(C3=CC2)N2CC(C2)C(=O)O)C=CC(=C1)C 1-(5-((2-fluoro-4-methylbenzyl)oxy)-2,3-dihydro-1H-inden-1-yl)-azetidine-3-carboxylic acid